ClC1=CC=2C(=C3N(CCN(C3)C(C(COCC3NCC3)O)=O)C2N=C1)C 2-((3-(3-chloro-5-methyl-8,9-dihydropyrido[3',2':4,5]pyrrolo[1,2-a]pyrazin-7(6H)-yl)-2-hydroxy-3-oxopropoxy)methyl)azetidin